1,3,5-tris[[3,5-bis(1,1-dimethylethyl)-4-hydroxyphenyl]methyl]-1,3,5-triazin-2,4,6(1H,3H,5H)-trione CC(C)(C)C=1C=C(C=C(C1O)C(C)(C)C)CN1C(N(C(N(C1=O)CC1=CC(=C(C(=C1)C(C)(C)C)O)C(C)(C)C)=O)CC1=CC(=C(C(=C1)C(C)(C)C)O)C(C)(C)C)=O